tert-butyl (3S)-3-[(1R)-1-hydroxy-2-[[3-(2-pyridyl)benzoyl]amino]ethyl]-7-(methoxymethoxy)-3,4-dihydro-1H-isoquinoline-2-carboxylate O[C@H](CNC(C1=CC(=CC=C1)C1=NC=CC=C1)=O)[C@H]1N(CC2=CC(=CC=C2C1)OCOC)C(=O)OC(C)(C)C